ClC1=CC=C(C=N1)C(CC(=O)NC1(CC1)C1=CC(=CC=C1)OCC(F)(F)F)(C)O 3-(6-chloropyridin-3-yl)-3-hydroxy-N-(1-(3-(2,2,2-trifluoroethoxy)phenyl)cyclopropyl)butanamide